BrC1=CC=C(C=C1)C(NC(=O)C=1C(NC(=CC1)C(F)(F)F)=O)C1=CC=CC=C1 N-((4-bromophenyl)(phenyl)methyl)-2-oxo-6-(trifluoromethyl)-1,2-di-hydropyridine-3-carboxamide